N-((4-(difluoromethoxy)-5-iodopyridin-2-yl)methyl)cyclopropylamine FC(OC1=CC(=NC=C1I)CNC1CC1)F